(4-bromophenyl)-2-(trifluoromethyl)piperazine BrC1=CC=C(C=C1)N1C(CNCC1)C(F)(F)F